FC1N(C(=CC=C1C=1CCNCC1)C(=O)NC)CC=1C=NC=2C=C(C(NC2C1)=O)SCF 2-Fluoro-1-((7-((fluoromethyl)thio)-6-oxo-5,6-dihydro-1,5-naphthyridin-3-yl)methyl)-N-methyl-1',2',3',6'-tetrahydro-[3,4'-bipyridine]-6-carboxamide